FC(C1=NN(C(=C1)C)C1=NC(=CC=C1C(C)O)N1C=NC2=C1C=CC(=C2)NC=2N=NC(=CC2)C)F 1-[2-[3-(difluoromethyl)-5-methyl-pyrazol-1-yl]-6-[5-[(6-methylpyridazin-3-yl)amino]benzimidazol-1-yl]-3-pyridinyl]ethanol